NC1=C(C=C(C=N1)NC(C(=O)N1[C@@H]([C@@H](C[C@H](C1)C)F)C1=CC=C(C=C1)F)=O)C N-(6-amino-5-methyl-3-pyridyl)-2-[(2R,3R,5R)-3-Fluoro-2-(4-Fluorophenyl)-5-methyl-1-piperidyl]-2-oxo-acetamide